CN1C=C(C2=CC=CC=C12)\C=N\NC1=C2N=CN(C2=NC(=N1)N1CCOCC1)C1=CC=CC=C1 (E)-4-(6-(2-((1-methyl-1H-indol-3-yl)methylene)hydrazinyl)-9-phenyl-9H-purin-2-yl)morpholine